C1(=CC=CC=C1)C1CCC2C1OC=1C=NC=CC12 7-phenyl-4b,5,6,7-tetrahydro-7aH-cyclopenta[4,5]furo[2,3-c]pyridin